silyl phosphoroamidate P(O[SiH3])([O-])(=O)N